N[C@]1(CN(CCC1)C=1C(=CC(=NC1)C=1C=NC(=C(C1)F)OC)CN1C2=NC=NC(=C2N=C1)N)C1=NC(=CC=C1)Cl (R)-9-((5-(3-amino-3-(6-chloropyridin-2-yl)piperidin-1-yl)-5'-fluoro-6'-methoxy-[2,3'-bipyridin]-4-yl)methyl)-9H-purin-6-amine